5',6'-bis(4-(9H-carbazol-9-yl)phenyl)-4''-(9H-carbazol-9-yl)-4-(3-methyl-9H-carbazol-9-yl)-4'-(pyridin-4-yl)-[1,1':2',1''-terphenyl]-3'-carbonitrile C1=CC=CC=2C3=CC=CC=C3N(C12)C1=CC=C(C=C1)C=1C(=C(C(=C(C1C1=CC=C(C=C1)N1C2=CC=CC=C2C=2C=CC=CC12)C1=CC=C(C=C1)N1C2=CC=CC=C2C=2C=C(C=CC12)C)C1=CC=C(C=C1)N1C2=CC=CC=C2C=2C=CC=CC12)C#N)C1=CC=NC=C1